ClC1=CC2=CN(N=C2C(=C1)N1CCOCC1)CCOC 4-(5-chloro-2-(2-methoxyethyl)-2H-indazol-7-yl)morpholine